2-(3,5-dichloro-4-((4'-fluoro-2'-oxospiro[cyclopropane-1,3'-indolin]-5'-yl)oxy)phenyl)-3,5-dioxo-2,3,4,5-tetrahydro-1,2,4-triazine-6-carboxylic acid ClC=1C=C(C=C(C1OC=1C(=C2C3(C(NC2=CC1)=O)CC3)F)Cl)N3N=C(C(NC3=O)=O)C(=O)O